C(#N)C1CC2CC(CC2C1)OC(CN1C(N(C(C2=C1SC(=C2C)C=2OC=CN2)=O)C(C(=O)O)(C)C)=O)C2=C(C=CC=C2)OC 2-[1-[2-[(5-cyano-1,2,3,3a,4,5,6,6a-octahydropentalen-2-yl)oxy]-2-(2-methoxyphenyl)ethyl]-5-methyl-6-oxazol-2-yl-2,4-dioxo-thieno[2,3-d]pyrimid-3-yl]-2-methyl-propanoic acid